2,3-Dihydroxy-β,β-carotene-4,4'-dione OC1CC(C(=C(/C=C/C(=C/C=C/C(=C/C=C/C=C(/C=C/C=C(/C=C/C2=C(C(C(CC2(C)C)O)=O)C)\C)\C)/C)/C)C1(C)C)C)=O